(E)-1-(4-Hydroxyphenyl)-3-[4-methoxy-3-[(2,3,5,6-tetrafluorophenoxy)methyl]phenyl]prop-2-en-1-one OC1=CC=C(C=C1)C(\C=C\C1=CC(=C(C=C1)OC)COC1=C(C(=CC(=C1F)F)F)F)=O